1-((3R,4S)-3-fluoro-4-((5-(1-(2-fluoroethyl)-2-methyl-1H-benzo[d]imidazol-6-yl)-4-methoxypyrrolo[2,1-f][1,2,4]triazin-2-yl)amino)piperidin-1-yl)-2-hydroxyethan-1-one F[C@@H]1CN(CC[C@@H]1NC1=NN2C(C(=N1)OC)=C(C=C2)C=2C=CC1=C(N(C(=N1)C)CCF)C2)C(CO)=O